N1=CC(=C2N1C=CC=N2)C(=O)N pyrazolo[1,5-a]pyrimidine-3-carboxylic acid amide